C1=NC(=C2C(=N1)N(C=N2)[C@H]3[C@@H]([C@@H]([C@H](O3)C[S+](CC[C@@H](C(=O)O)N)CC(=O)O)O)O)N The molecule is a sulfonium compound that is S-adenosyl-L-methionine in which one of the methyl hydrogens has been replaced by a carboxy group. It has a role as an Escherichia coli metabolite. It is a sulfonium compound and an organic cation. It derives from a S-adenosyl-L-methionine. It is a conjugate acid of a S-adenosyl-S-carboxymethyl-L-homocysteine dizwitterion.